1,5-dimethyl-3-(4-(isopropylsulfonyl)phenyl)-pyrazole-4-ol CN1N=C(C(=C1C)O)C1=CC=C(C=C1)S(=O)(=O)C(C)C